benzyl (2-(2-chloro-6-(4-(trifluoromethyl)phenyl)pyridin-4-yl)propan-2-yl)carbamate ClC1=NC(=CC(=C1)C(C)(C)NC(OCC1=CC=CC=C1)=O)C1=CC=C(C=C1)C(F)(F)F